tert-butyl 9-[5-acetyl-3-[7-(difluoromethyl)-6-(1-methylpyrazol-4-yl)-3,4-dihydro-2H-quinolin-1-yl]-6,7-dihydro-4H-pyrazolo[4,3-c]pyridin-1-yl]-3-azaspiro[5.5]undecane-3-carboxylate C(C)(=O)N1CC2=C(CC1)N(N=C2N2CCCC1=CC(=C(C=C21)C(F)F)C=2C=NN(C2)C)C2CCC1(CCN(CC1)C(=O)OC(C)(C)C)CC2